2,5-dichloro-4-iodopyridine ClC1=NC=C(C(=C1)I)Cl